tris(tert-butylphenyl)pentaerythritol diphosphite OP(O)OP(O)O.C(C)(C)(C)C1=C(C=CC=C1)C(C(C(O)(C1=C(C=CC=C1)C(C)(C)C)C1=C(C=CC=C1)C(C)(C)C)(CO)CO)O